(R)-1'-(6-chloropyrido[2,3-b]pyrazin-2-yl)-2-methyl-5,7-dihydrospiro[cyclopenta[b]pyridine-6,4'-piperidine]-5-amine ClC=1C=CC=2C(=NC=C(N2)N2CCC3(CC2)[C@H](C=2C(=NC(=CC2)C)C3)N)N1